COC=1C=C(C=CC1)CC(C)(C)C(C#N)C#N 2-[2-(3-methoxyphenyl)-1,1-dimethyl-ethyl]malononitrile